NC=1C=2N(C=C(N1)C)C(=NC2C2=CC(=C(C=C2)NC(C(O)C2=CC(=CC=C2)F)=O)F)C N-(4-(8-amino-3,6-dimethyl-imidazo[1,5-a]pyrazin-1-yl)-2-fluorophenyl)-2-(3-fluorophenyl)-2-hydroxy-acetamide